C(C)OC1=CC=C(C=C1)N1[C@@H]2CN(C[C@H](C1)CC2(C)C)S(=O)(=O)C2=CC=C(C=C2)F (1S,5S)-6-(4-ethoxyphenyl)-3-((4-fluoro-phenyl)sulfonyl)-9,9-dimethyl-3,6-diazabicyclo[3.2.2]nonane